(S)-4-(4-bromo-2,5-difluorophenyl)-3-(hydroxymethyl)piperazine-1-carboxylic acid tert-butyl ester C(C)(C)(C)OC(=O)N1C[C@H](N(CC1)C1=C(C=C(C(=C1)F)Br)F)CO